Vanadium-tungsten-titanium [Ti].[W].[V]